BrC1=C(C(=C(C(=C1Br)Br)OCCOC)OCCOC)OCCOC 4,5,6-tribromo-1,2,3-tri(2-methoxyethoxy)benzene